NC=1CN(C(=C(N1)C1=CC=CC=C1)C=1C=C2C=NNC2=C(C1)Cl)CC1CCCC1 3-amino-6-(7-chloro-1H-indazol-5-yl)-N-(cyclopentylmethyl)-5-phenylpyrazine